FC1=CN=C2N1C=C(C=C2)C2=CNC=1N=C(N=C(C12)OC)NC1CCC(CC1)N1C(CCC1)=O 1-((1s,4s)-4-((5-(3-fluoroimidazo[1,2-a]pyridin-6-yl)-4-methoxy-7H-pyrrolo[2,3-d]pyrimidin-2-yl)amino)cyclohexyl)pyrrolidin-2-one